bromo-acetic acid ethylester C(C)OC(CBr)=O